CS(=O)(=O)N1C[C@@H](CCC1)NC1=CC=C2C(NC=NC2=C1)=O 7-(((R)-1-(methylsulfonyl)piperidin-3-yl)amino)quinazolin-4(3H)-one